N-(4-((2,2-difluorocyclopentyl)oxy)-3-fluorophenyl)-2-(3-(hydroxymethyl)pyrrolidin-1-yl)-5-(2,2,2-trifluoroethyl)oxazole-4-carboxamide FC1(C(CCC1)OC1=C(C=C(C=C1)NC(=O)C=1N=C(OC1CC(F)(F)F)N1CC(CC1)CO)F)F